C(CCCCC)P(CCCCCCCCCCCCCC)(CCCCCC)CCCCCC Trihexyl(tetradecyl)phosphine